tert-butyl (3S)-4-{[3-fluoro-4-(trifluoromethoxy)phenyl]methyl}-3-(2-hydroxyethyl)piperazine-1-carboxylate FC=1C=C(C=CC1OC(F)(F)F)CN1[C@H](CN(CC1)C(=O)OC(C)(C)C)CCO